(R) or (S)-2-pyrimidin-4-yl-but-3-yn-2-ol N1=CN=C(C=C1)[C@@](C)(C#C)O |o1:6|